BrC=1C(N(C2=CC=C(C=C2C1NC(C)(CCO)C)[N+](=O)[O-])C)=O 3-bromo-4-((4-hydroxy-2-methylbutan-2-yl)amino)-1-methyl-6-nitroquinolin-2(1H)-one